FC1=C(C(=O)O)C(=CC=C1)C=1N=CSC1 2-Fluoro-6-(thiazol-4-yl)benzoic acid